ClC=1C=C2C(C(NC2=CC1)=O)=NN=C1SCC(N1C1=CC=C(C=C1)OC)=O 5-chloro-3-(2-(3-(4-methoxyphenyl)-4-oxothiazolidine-2-ylidene)hydrazono)-1H-indol-2-one